C(C)(C)(C)OC(=O)N1CCN(CC1)C1=CC(=C(C=C1)NC1C(NC(CC1)=O)=O)F 4-(4-((2,6-dioxopiperidin-3-yl)amino)-3-fluorophenyl)piperazine-1-carboxylic acid tert-butyl ester